(7-(2-(4-(6-Fluorobenzo[b]thiophen-4-yl)piperazin-1-yl)ethyl)-2-oxo-3,4-dihydroquinolin-1(2H)-yl)methyl hexyl carbonate C(OCN1C(CCC2=CC=C(C=C12)CCN1CCN(CC1)C1=CC(=CC=2SC=CC21)F)=O)(OCCCCCC)=O